2-((1r,2s)-1-(2-cyanophenyl)-1-(1,4-dimethyl-1H-pyrazol-5-yl)propan-2-yl)-5-hydroxy-N-(isoxazol-4-yl)-1-methyl-6-oxo-1,6-dihydropyrimidine-4-carboxamide C(#N)C1=C(C=CC=C1)[C@@H]([C@H](C)C=1N(C(C(=C(N1)C(=O)NC=1C=NOC1)O)=O)C)C1=C(C=NN1C)C